BrC1=CC2=C(OC[C@@H](C(N2C)=O)NC(C2=NC=CC(=C2)OC2=CC=CC=C2)=O)C=C1 (S)-N-(7-bromo-5-methyl-4-oxo-2,3,4,5-tetrahydrobenzo[b][1,4]oxazepin-3-yl)-4-phenoxypicolinamide